C(C)C1(NC(N(C(C1)=O)CC=1C=C(C(=O)NC2(CCOC3=CC=CC=C23)C)C=CC1)=N)CC 3-[(4,4-diethyl-2-imino-6-oxo-hexahydropyrimidin-1-yl)methyl]-N-(4-methylchroman-4-yl)benzamide